FC(C(=O)O)(F)F.C1(CC1)C1=NC(=CC=C1S(=O)(=O)N1CC2(C1)CNC2)C(F)F 2-((2-cyclopropyl-6-(difluoromethyl)pyridin-3-yl)sulfonyl)-2,6-diazaspiro[3.3]heptane trifluoroacetate